BrC1=CC=C2C=C([N+](=CC2=C1)[O-])C(=O)OCC 7-bromo-3-(ethoxycarbonyl)isoquinoline 2-oxide